NC1=C(C=C(N=N1)C1=C(C=CC=C1)O)CCC1=CC=C(C=C1)CN 2-(6-amino-5-(4-(aminomethyl)phenethyl)pyridazin-3-yl)phenol